CC=1C(CC(CC1)C(=C)C)O 2-methyl-5-(prop-1-en-2-yl)cyclohex-2-en-1-ol